CC1=NC2=CC=C(C=C2C=C1)C 2,6-dimethylquinoline